4-bromo-2-fluoro-3,5-dimethylbenzonitrile BrC1=C(C(=C(C#N)C=C1C)F)C